BrC1=NSN=C1C1=NC2=C(N1CC=1C=NC=CC1)C=CC=C2 3-bromo-4-(1-(pyridin-3-ylmethyl)benzoimidazol-2-yl)-1,2,5-thiadiazole